methyl 3-(2-fluorophenyl)-1-methyl-1H-indazole-7-carboxylate FC1=C(C=CC=C1)C1=NN(C2=C(C=CC=C12)C(=O)OC)C